BrC=1C2=C(C(=NN1)N[C@H]1CN(CCC1)C(=O)OC(C)(C)C)C(=NO2)C t-Butyl (3R)-3-[(7-bromo-3-methyl-isoxazolo[4,5-d]pyridazin-4-yl)amino]piperidine-1-carboxylate